1-chloro-fluoroethylene ClC(=C)F